O=C1NC(CCC1N1C=C2C=C(C(=CC2=C1)F)N1CCC(CC1)CN1CCC2(CC1)CCN(CC2)C2=C(C=C(C(=C2)OC)[N+](=O)[O-])C=2C=NN(C2)C)=O 2-(2,6-dioxopiperidin-3-yl)-5-fluoro-6-(4-((9-(5-methoxy-2-(1-methyl-1H-pyrazol-4-yl)-4-nitrophenyl)-3,9-diazaspiro[5.5]undecan-3-yl)methyl)piperidin-1-yl)isoindole